[(5-bromo-2-fluoro-3-methoxypyridin-4-yl)methoxy]acetic acid BrC=1C(=C(C(=NC1)F)OC)COCC(=O)O